CC1=CC=C(NC2=C(C(=O)O)C=C(C(=C2)C(=O)O)NC2=CC=C(C=C2)C)C=C1 2,5-di(4-methylanilino)terephthalic acid